4-[4-(2-bromoethoxy)phenyl]-1-methanesulfonylpiperidine BrCCOC1=CC=C(C=C1)C1CCN(CC1)S(=O)(=O)C